CC=1C=C2C(=C(N1)C)NC(=C2)C(=O)N[C@@H]2[C@H]([C@H]1C([C@@H](C2)C1)(C)C)C 5,7-dimethyl-N-[(1S,2S,3S,5R)-2,6,6-trimethylnorpinan-3-yl]-1H-pyrrolo[2,3-c]pyridine-2-carboxamide